ClC=1C(=NC=CC1)O[C@@H]1CN(CC1)C1=C(C=C(C=C1)C(=O)C=1C=C(C=CC1)C)CO (S)-(4-(3-(3-chloropyridin-2-yloxy)pyrrolidin-1-yl)-3-(hydroxymethyl)phenyl)(m-tolyl)methanone